Cl.NC(CO)C1C(C1)(C)C rac-2-amino-2-(2,2-dimethylcyclopropyl)ethan-1-ol hydrochloride